tert-butyl (R)-3-((S)-1-(tert-butoxy)-3-(4-formylphenyl)-1-oxopropan-2-yl)pyrrolidine-1-carboxylate C(C)(C)(C)OC([C@@H](CC1=CC=C(C=C1)C=O)[C@@H]1CN(CC1)C(=O)OC(C)(C)C)=O